CSC1=NSC(=N1)C1N(C2(C1)CN(CCC2)C=2C1=C(N=CN2)NC=C1)C(=O)N (3-(methylthio)-1,2,4-thiadiazol-5-yl)-6-(7H-pyrrolo[2,3-d]pyrimidin-4-yl)-1,6-diazaspiro[3.5]nonane-1-carboxamide